FC=1C=NC(=NC1)CC1CN(CCN1)CC1=CN=C(S1)NC(C)=O N-(5-((3-((5-fluoropyrimidin-2-yl)methyl)piperazin-1-yl)methyl)thiazol-2-yl)acetamide